C(C1=CC=CC=C1)OC1=NN=C(C2=CC(=CC=C12)C(=O)N1CC(OCC1)C1=NC=C(C=C1)C(F)(F)F)Cl (1-benzyloxy-4-chlorophthalazin-6-yl)(2-(5-trifluoromethylpyridin-2-yl)morpholinyl)methanone